4-(1-methyl-1H-pyrrolo[2,3-b]pyridin-4-yl)-7-((4-methyl-6-((3aR,6aR)-5-methylhexahydro-pyrrolo[3,4-b]pyrrol-1(2H)-yl)pyridin-2-yl)amino)-2,3-dihydro-1H-pyrrolo[3,4-c]pyridin-1-one CN1C=CC=2C1=NC=CC2C2=NC=C(C1=C2CNC1=O)NC1=NC(=CC(=C1)C)N1[C@@H]2[C@H](CC1)CN(C2)C